BrC=1C=NN(C1)CCC(=O)N(C)C 3-(4-bromo-1H-pyrazol-1-yl)-N,N-dimethylpropanamide